N-(1-(2-(4-(2-methoxybenzyl)piperazin-1-yl)-2-oxoethyl)-4-phenethylpiperidin-4-yl)acetamide COC1=C(CN2CCN(CC2)C(CN2CCC(CC2)(CCC2=CC=CC=C2)NC(C)=O)=O)C=CC=C1